FC1=C(C#N)C=CC(=C1)C1CC(N(CC1)C12CC(C1)(C2)C2=CC=NC=C2)=O 2-fluoro-4-(2-oxo-1-(3-(pyridin-4-yl)bicyclo[1.1.1]pentan-1-yl)piperidin-4-yl)benzonitrile